bis(3-(pyrrolidin-1-yl)propyl)benzene tert-Butyl-4-[4-(3-chloro-4-methoxy-pyrazolo[1,5-a]pyridin-6-yl)-5-methyl-triazol-1-yl]piperidine-1-carboxylate C(C)(C)(C)OC(=O)N1CCC(CC1)N1N=NC(=C1C)C=1C=C(C=2N(C1)N=CC2Cl)OC.N2(CCCC2)CCCC2=C(C=CC=C2)CCCN2CCCC2